CC(C=O)CCCCCCCCCCCCCCCCC 2-methyl-1-nonadecanal